(2R)-N-((S)-(3-chloro-4-fluorophenyl)((1R,3s,5S)-6,6-difluorobicyclo[3.1.0]hexan-3-yl)methyl)-2-methyl-3-oxopiperazine-1-carboxamide ClC=1C=C(C=CC1F)[C@@H](NC(=O)N1[C@@H](C(NCC1)=O)C)C1C[C@H]2C([C@H]2C1)(F)F